NC=1C2=C(N=CN1)N(C(=C2C(=O)NC2=CC=C(C=C2)COC)C#CC2(CCCC2)O)C2(CC2)C 4-amino-6-((1-hydroxycyclopentyl)ethynyl)-N-(4-(methoxymethyl)phenyl)-7-(1-methylcyclopropyl)-7H-pyrrolo[2,3-d]pyrimidine-5-carboxamide